13,27-dimethyl-5,9,12,15,18,22,25,28,31,35-decaoxo-16,24-di(propan-2-yl)-4,8,11,14,17,23,26,29,32,36-decaazanonatriacontane-1,3,37,39-tetracarboxylic acid CC(C(NCC(NCCC(NC(CCC(=O)O)C(=O)O)=O)=O)=O)NC(C(NC(CCCC(NC(C(NC(C(NCC(NCCC(NC(CCC(=O)O)C(=O)O)=O)=O)=O)C)=O)C(C)C)=O)=O)C(C)C)=O